CC1=C(C=CC=C1C)CC=1N=CN(C1)C(C1=CC=CC=C1)(C1=CC=CC=C1)C1=CC=CC=C1 4-[(2,3-dimethylphenyl)methyl]-1-(triphenylmethyl)imidazole